NC1=C2C(=NC=N1)N(N=C2C=2C=CC1=C(N=C(O1)N)C2)CC2CN(CC2)C(=O)OC(C)(C)C tert-butyl 3-((4-amino-3-(2-aminobenzo[d]oxazol-5-yl)-1H-pyrazolo[3,4-d]pyrimidin-1-yl)methyl)pyrrolidine-1-carboxylate